C(CCC)NC1=NC=C(C(=N1)N[C@@H]1CNCCC1)C1=NC2=C(N1)C=CC(=C2)N2CCN(CC2)C (S)-N2-butyl-5-(5-(4-methylpiperazin-1-yl)-1H-benzo[d]imidazol-2-yl)-N4-(piperidin-3-yl)pyrimidine-2,4-diamine